9-(2-aminoethyl)-N-(3,4-dichlorophenyl)-2,3,4,9-tetrahydro-1H-carbazol-7-amine NCCN1C2=CC(=CC=C2C=2CCCCC12)NC1=CC(=C(C=C1)Cl)Cl